N-[6-bromo-3-(2-chloro-5-fluorophenyl)-3-hydroxy-1-oxo-2,3-dihydro-1H-benzo[e]isoindol-4-yl]-4-methylbenzenesulfonamide BrC1=CC=CC=2C=3C(NC(C3C(=CC21)NS(=O)(=O)C2=CC=C(C=C2)C)(O)C2=C(C=CC(=C2)F)Cl)=O